CC1=C(C=CC2=CC=CC=C12)C=C methyl-2-vinyl-naphthalene